7-bromo-1-methyl-4H-benzo[b][1,2,4]triazolo[4,3-d][1,4]oxazine BrC=1C=CC2=C(OCC=3N2C(=NN3)C)C1